C(C)(C)(C)P[C-]1C=CC=C1.[C-]1(C=CC=C1)PC(C)(C)C.[Fe+2] 1,1'-bis(tert-butylphosphino)ferrocene